C(C)(C)(C)OC(CC(=O)NC1=C(C(=C(C=C1)Br)Cl)F)=O 3-(4-bromo-3-chloro-2-fluoro-phenylamino)-3-oxo-propionic acid tert-butyl ester